N-[3,6-difluoro-5-(2-fluoroethoxy)pyridin-2-yl]-5-(1,3-thiazol-2-yl)-1H-pyrrole-3-sulfonamide FC=1C(=NC(=C(C1)OCCF)F)NS(=O)(=O)C1=CNC(=C1)C=1SC=CN1